FC1=CC=C(C=C1)[C@H]1N(C[C@@H](CC1)C)C(C(=O)NC=1C=C(C=NC1)C(=O)N)=O 5-[[2-[(2S,5R)-2-(4-Fluorophenyl)-5-methyl-1-piperidyl]-2-oxo-acetyl]amino]pyridine-3-carboxamide